4-methyl-piperazin-2-one CN1CC(NCC1)=O